N,N-diethylamino-ethyl methacrylate C(C(=C)C)(=O)OCCN(CC)CC